(2R,5S)-4-(2-(hydroxymethyl)-5-methyl-6-oxo-5,6-dihydroimidazo[1,2-b]pyridazin-8-yl)-2,5-dimethylpiperazine-1-carboxylic acid tert-butyl ester C(C)(C)(C)OC(=O)N1[C@@H](CN([C@H](C1)C)C=1C=2N(N(C(C1)=O)C)C=C(N2)CO)C